6-((3,4-Dihydroisoquinolin-2(1H)-yl)methyl)-N2-(2-methoxyphenyl)pyrimidine-2,4-diamine C1N(CCC2=CC=CC=C12)CC1=CC(=NC(=N1)NC1=C(C=CC=C1)OC)N